C(C)(C)(C)N1CC(CCC1)OCC(=O)NC=1C=NN(C1)CC(=O)N(CCOC1=CC=C(C=C1)C)C tert-butyl-3-[2-[[1-[2-[methyl-[2-(4-methylphenoxy)ethyl]amino]-2-oxo-ethyl]pyrazol-4-yl]amino]-2-oxo-ethoxy]piperidine